C(C1=CC=CC=C1)OCC1=CC=CC=C1 Di-benzylether